C(C)OC(=O)C=1C(=NC(=NC1)COC)O hydroxy-2-(methoxymethyl)pyrimidine-5-carboxylic acid ethyl ester